Cl.Cl.C(C)N1N=C(C(=C1C)C1=CC2=C(O[C@@H](CN2)[C@@H](C2=CC=CC=C2)NCCC2=CC=C(C#N)C=C2)N=C1)C 4-(2-(((R)-((S)-7-(1-ethyl-3,5-dimethyl-1H-pyrazol-4-yl)-2,3-dihydro-1H-pyrido[2,3-b][1,4]oxazin-3-yl)(phenyl)methyl)amino)ethyl)benzonitrile dihydrochloride